C([C@@H]1[C@H]([C@@H]([C@@H](C(O1)O[C@@H]2[C@H]([C@@H]([C@H]([C@H]([C@H]2OP(=O)([O-])[O-])O)O)O)O)O)O)O)O The molecule is a phosphate monoester dianion obtained by deprotonation of the phosphate OH groups of mannose-1D-myo-inositol 1-phosphate; major species at pH 7.3. It is a conjugate base of a mannose-1D-myo-inositol 1-phosphate.